ethyl (2,2-diphenylacetyl)carbamate C1(=CC=CC=C1)C(C(=O)NC(OCC)=O)C1=CC=CC=C1